C(C1=CC=CC=C1)OC(=O)N[C@H]1[C@@H]2C[C@H]([C@H](C1)C2)C(=O)O |r| rac-(1S,2R,4S,5R)-5-(((benzyloxy)carbonyl)amino)bicyclo[2.2.1]heptane-2-carboxylic acid